[Na].CC1=NC(=NC(=C1)C)S(=O)(=O)N 4,6-dimethyl-2-pyrimidinylsulfonamide sodium salt